6,7-dichloro-3-(1H-imidazol-1-yl)-2-(5-(trifluoromethyl)-1H-1,2,4-triazol-3-yl)-1H-indole ClC1=CC=C2C(=C(NC2=C1Cl)C1=NNC(=N1)C(F)(F)F)N1C=NC=C1